C1NCC12CC(C2)CC2=NOC(=N2)C(F)(F)F (2-azaspiro[3.3]heptan-6-ylmethyl)-5-(trifluoromethyl)-1,2,4-oxadiazole